ONC(C1=CC=C(C=C1)CN1N=C(C=C1)C1=CC(=NC=C1)C1=C(C=C(C=C1)C)F)=O N-hydroxy-4-((3-(2-(2-fluoro-4-methylphenyl)pyridin-4-yl)-1H-pyrazol-1-yl)methyl)benzamide